FC=1C=C(C(=C2CCCC12)NC(=O)N=[S@](=O)(N)C=1C=NN2C1OC(C2)(C)C)C2=CC(=NC=C2)OC (R)-N'-((7-fluoro-5-(2-methoxypyridin-4-yl)-2,3-dihydro-1H-inden-4-yl)carbamoyl)-2,2-dimethyl-2,3-dihydropyrazolo[5,1-b]oxazole-7-sulfonimidamide